(1-((2R,3R,4R,5R)-4-(benzoyloxy)-5-((benzoyloxy)methyl)-3-fluoro-3-methyloxolan-2-yl)-1H-imidazol-4-yl)boronic acid C(C1=CC=CC=C1)(=O)O[C@H]1[C@@]([C@@H](O[C@@H]1COC(C1=CC=CC=C1)=O)N1C=NC(=C1)B(O)O)(C)F